C(C)(C)(C)OC(=O)N1CC(C1)CN1C(C=NC2=CC(=C(C=C12)F)Br)=O 3-((6-bromo-7-fluoro-2-oxoquinoxalin-1(2H)-yl)methyl)azetidine-1-carboxylic acid tert-butyl ester